C(C)(=O)N1CCC(CC1)C(=O)O 1-acetyl-4-piperidinecarboxylic acid